ClC=1C(=CC(=NC1)OC)C1=CC(=NN1)C(=O)N1C(CC(CC1C)C(=O)NCC1=CC(=CC=C1)Cl)C 1-(5-(5-chloro-2-methoxypyridin-4-yl)-1H-pyrazole-3-carbonyl)-N-(3-chlorobenzyl)-2,6-dimethylpiperidine-4-carboxamide